(2S,3R,4S,5R)-2-(4-(cyclopentylamino)-2-methylpyrrolo[2,1-f][1,2,4]triazin-7-yl)-5-(hydroxymethyl)tetrahydrofuran-3,4-diol C1(CCCC1)NC1=NC(=NN2C1=CC=C2[C@@H]2O[C@@H]([C@H]([C@H]2O)O)CO)C